C(C)(=O)C1=CN(C2=CC=C(C=C12)NC=1C=NC=NC1)CC(=O)N(C(C)C)CC(=O)NCC1=C(C(=CC=C1)Cl)F 2-(3-acetyl-5-(pyrimidin-5-ylamino)-1H-indol-1-yl)-N-(2-((3-chloro-2-fluorophenylmethyl)amino)-2-oxoethyl)-N-isopropylacetamide